C(C)OC1=NC=CC=C1C1=CC(=C2C(=N1)C(=NN2C(C)C)C)NCC=2C(=NC=CC2)F 5-(2-ethoxy-3-pyridinyl)-N-[(2-fluoro-3-pyridinyl)methyl]-1-isopropyl-3-methyl-pyrazolo[4,3-b]pyridin-7-amine